P(=O)([O-])([O-])[O-].[K+].C(CCCCCCCCCCC)OCCCCCCCCCCCC.[K+].[K+] laurylether potassium phosphate